CN(C)C(OC)N(C)C Bis-dimethylaminomethoxymethan